C1(CC1)[C@H]1[C@@H]([C@H](O[C@]1(C(F)(F)F)C)C(=O)NC1=CC(=NC=C1)C(=O)N)C1=C(C(=C(C=C1)F)F)OC (2S,3R,4S,5R)-4-[[4-cyclopropyl-3-(3,4-difluoro-2-methoxy-phenyl)-5-methyl-5-(trifluoromethyl)tetrahydrofuran-2-carbonyl]amino]pyridine-2-carboxamide